7-chloro-4-methyl-1H-indazole-3-carbonitrile ClC=1C=CC(=C2C(=NNC12)C#N)C